1-(2-Hydroxy-2-methyl-propyl)indole-2-carbaldehyde OC(CN1C(=CC2=CC=CC=C12)C=O)(C)C